4-(6-Fluoropyridin-3-carbonyl)morpholine-3-formaldehyde FC1=CC=C(C=N1)C(=O)N1C(COCC1)C=O